2-amino-3-phenylpropyl carbamate propionate salt C(CC)(=O)O.C(N)(OCC(CC1=CC=CC=C1)N)=O